4-((4-(2-Aminobenzo[d]thiazol-6-yl)-1H-1,2,3-triazol-1-yl)methyl)-N'-(2,2-difluoroacetyl)benzoyl-hydrazine tert-butyl-4-formyl-3,3-dimethyl-piperidine-1-carboxylate C(C)(C)(C)OC(=O)N1CC(C(CC1)C=O)(C)C.NC=1SC2=C(N1)C=CC(=C2)C=2N=NN(C2)CC2=CC=C(C(=O)NNC(C(F)F)=O)C=C2